(E)-4-(2-Butoxyethenyl)-2-chloro-5-fluoropyrimidine C(CCC)O/C=C/C1=NC(=NC=C1F)Cl